CC(C)C=1SC(=CC1N(C(=O)N)S(N([C@H]1CN(CCC1)C)C=1C=NN(C1)C)(=O)=O)C(C)C [2,5-bis(propan-2-yl)thiophen-3-yl]-1-[(1-methyl-1H-pyrazol-4-yl)[(3R)-1-methylpiperidin-3-yl]sulfamoyl]urea